(9S,13S)-3-methyl-9-(2-methylphenyl)-13-(morpholine-4-carbonyl)-16-thia-2,4,5,8-tetraazatetracyclo[8.6.0.02,6.011,15]Hexadeca-1(10),3,5,11(15)-tetraene CC=1N2C=3SC=4C[C@H](CC4C3[C@@H](NCC2=NN1)C1=C(C=CC=C1)C)C(=O)N1CCOCC1